BrC=1C=C2C(=NC1N1CCC(CC1)OC1=CC3=C(OC(C(O3)([2H])[2H])([2H])[2H])C=C1)COC2=O 3-Bromo-2-(4-((2,3-dihydrobenzo[b][1,4]dioxin-6-yl-2,2,3,3-d4)oxy)piperidin-1-yl)furo[3,4-b]pyridin-5(7H)-one